Undecan-9-ol CCCCCCCCC(CC)O